C1(CC1)C1=NC=NC(=C1C1=NC=C(C(=N1)C(C)(O)C1=CC=C(C=C1)C=1N(C=C(N1)C(F)(F)F)C)OC)OC([2H])([2H])[2H] 1-(4'-cyclopropyl-5-methoxy-6'-(methoxy-d3)-[2,5'-bipyrimidin]-4-yl)-1-(4-(1-methyl-4-(trifluoromethyl)-1H-imidazol-2-yl)phenyl)ethan-1-ol